FC1=C(CC2=NC3=C(N2C[C@H]2OCC2)C=C(C=C3)C(=O)O)C=C(C(=C1)C1=NC(=CC=C1)OCC=1SC(=NN1)OCC1(CC1)C)F (S)-2-(2,5-difluoro-4-(6-((5-((1-methylcyclopropyl)methoxy)-1,3,4-thiadiazol-2-yl)methoxy)pyridin-2-yl)benzyl)-1-(oxetan-2-ylmethyl)-1H-benzo[d]imidazole-6-carboxylic acid